(Aminomethyl)triethoxysilan NC[Si](OCC)(OCC)OCC